C(C1=CC=CC=C1)OC=1C=C2C=CC(=C(C2=CC1)OC1=CC=C(C=C1)C(=O)Cl)C1=CC=C(C=C1)S(=O)(=O)C 4-((6-(benzyloxy)-2-(4-(Methanesulfonyl)phenyl)naphthalen-1-yl)oxy)phenylcarbonyl chloride